FC=1C=C(C=CC1OC(F)(F)F)CN1[C@H](CN(CC1)C(=O)OC(C)(C)C)CC(=O)OC tert-butyl (3S)-4-{[3-fluoro-4-(trifluoromethoxy)phenyl]methyl}-3-(2-methoxy-2-oxoethyl)piperazine-1-carboxylate